CC=1N=NC=C(C1[C@@H](C)OC=1C(=C2C(=NNC2=CC1)C=1C=NC(=CC1)N1CC2(CN(C2)S(=O)(=O)C)C1)OC)C 5-[(1R)-1-(3,5-dimethylpyridazin-4-yl)ethoxy]-4-methoxy-3-[6-(2-methylsulfonyl-2,6-diazaspiro[3.3]heptan-6-yl)-3-pyridyl]-1H-indazole